N-(1-ethylpiperidin-4-yl)-7-methoxy-1,2,3,4-tetrahydroacridin-9-amine C(C)N1CCC(CC1)NC=1C2=CC(=CC=C2N=C2CCCCC12)OC